BrC=1C(=NC(=NC1)Cl)NC1=C(C=CC(=C1)Cl)N(S(=O)(=O)C)C N-(2-((5-bromo-2-chloropyrimidin-4-yl)amino)-4-chlorophenyl)-N-methylmethanesulfonamide